O=C1NC(=CC=C1C(=O)N)C(F)(F)F Oxo-6-(trifluoromethyl)-1,2-dihydropyridine-3-carboxamide